4-methyl-7-(4,4,5,5-tetramethyl-1,3,2-dioxaborolan-2-yl)-2,3-dihydro-1,4-benzoxazine CN1CCOC2=C1C=CC(=C2)B2OC(C(O2)(C)C)(C)C